NCCNC(=O)NC1=C(C=CC=C1)Cl 1-(2-aminoethyl)-3-(2-chlorophenyl)urea